COC(=O)C1=C(C=2C=3N=CC(=NC3C=CC2S1)O)NC[C@@H](C)N.CN1CCN(CC1)C1=NC=C(C=C1)N 1-methyl-4-(5-aminopyridin-2-yl)piperazine Methyl-(R)-9-((2-aminopropyl)amino)-3-hydroxythieno[3,2-f]quinoxaline-8-carboxylate